F.S(O)(O)(=O)=O sulfuric acid hydrofluoric acid salt